BrC=1C(=C(C(=CC1)N)N)OCCN(C)C 4-bromo-3-(2-(dimethylamino)ethoxy)benzene-1,2-diamine